(s)-3-(benzyloxy)-1-(3-isothiocyanato-5-(trifluoromethyl)benzyl)pyrrolidine C(C1=CC=CC=C1)O[C@@H]1CN(CC1)CC1=CC(=CC(=C1)C(F)(F)F)N=C=S